1-(1-(5-(5-(2,3-Dihydro-1H-inden-4-yl)-6-methoxy-1H-pyrazolo[4,3-b]pyridin-3-yl)pyridin-2-yl)-3-azabicyclo[3.1.0]hexan-3-yl)-2-hydroxyethan-1-one C1CCC2=C(C=CC=C12)C1=C(C=C2C(=N1)C(=NN2)C=2C=CC(=NC2)C21CN(CC1C2)C(CO)=O)OC